FC=1C=CC=C2C(=C(C=NC12)S(=O)(=O)Cl)O 8-fluoro-4-hydroxyquinoline-3-sulfonyl chloride